methyl 7-hydroxy-2-(3-iodophenyl)-6,6-dimethylheptanoate OCC(CCCC(C(=O)OC)C1=CC(=CC=C1)I)(C)C